N'-(2-((2r,5s)-4-(6-cyano-1-methyl-2-oxo-1,2-dihydropyrido[3,2-d]pyrimidin-4-yl)-2-ethyl-5-methylpiperazin-1-yl)-3-ethylbutyryl)cyclopropanediamine C(#N)C=1C=CC=2N(C(N=C(C2N1)N1C[C@H](N(C[C@@H]1C)C(C(=O)NC1(CC1)N)C(C)CC)CC)=O)C